NCCOCCO 2-(2-aminoethyloxyl)ethan-1-ol